6-Amino-N-[(1S,2S)-2-[(4-fluorophenoxy)methyl]cyclopentyl]-3-(triazol-2-yl)pyridine-2-carboxamide NC1=CC=C(C(=N1)C(=O)N[C@@H]1[C@H](CCC1)COC1=CC=C(C=C1)F)N1N=CC=N1